4-{(5S)-5-[3-chloro-4-fluoro-5-(trifluoromethyl)phenyl]-5-(trifluoromethyl)-4,5-dihydroisoxazol-3-yl}-N-{2-oxo-2-[(2,2,2-trifluoroethyl)amino]ethyl}naphthalene-1-carboxamide ClC=1C=C(C=C(C1F)C(F)(F)F)[C@@]1(CC(=NO1)C1=CC=C(C2=CC=CC=C12)C(=O)NCC(NCC(F)(F)F)=O)C(F)(F)F